(S)-N-(1''-(3-((3-fluoropyrrolidin-1-yl)sulfonyl)benzoyl)dispiro[cyclopropane-1,1'-cyclohexane-4',3''-indolin]-5''-yl)methanesulfonamide F[C@@H]1CN(CC1)S(=O)(=O)C=1C=C(C(=O)N2CC3(C4=CC(=CC=C24)NS(=O)(=O)C)CCC2(CC3)CC2)C=CC1